CC1(CC2(OCCO2)CCC1NC=1C=C2C(=CN1)OC(=C2)C#N)C 5-((7,7-dimethyl-1,4-dioxaspiro[4.5]decan-8-yl)amino)furo[2,3-c]pyridine-2-carbonitrile